(R)-4-amino-N-ethyl-7-fluoro-N-(1-(3-fluoro-5-(trifluoromethyl)pyridin-2-yl)ethyl)imidazo[1,5-a]quinoxaline-8-carboxamide NC=1C=2N(C3=CC(=C(C=C3N1)F)C(=O)N([C@H](C)C1=NC=C(C=C1F)C(F)(F)F)CC)C=NC2